The molecule is an icosatrienoic acid having three cis- double bonds at positions 11, 14 and 17. It is a fatty acid 20:3 and an omega-3 fatty acid. It is a conjugate acid of an (11Z,14Z,17Z)-icosatrienoate. CC/C=C\\C/C=C\\C/C=C\\CCCCCCCCCC(=O)O